2-[4-[3-[1-(5-chloropyrimidin-2-yl)-4-piperidyl]propoxyl]-2,6-difluoro-phenyl]-N-[2-hydroxy-1,1-bis(hydroxymethyl)ethyl]acetamide ClC=1C=NC(=NC1)N1CCC(CC1)CCCOC1=CC(=C(C(=C1)F)CC(=O)NC(CO)(CO)CO)F